N[C@]1([C@@H](CC[C@H](C1)CCB(O)O)CN1CCCC1)C(=O)O |r| rac-(1R,2S,5R)-1-amino-5-(2-boronoethyl)-2-(pyrrolidin-1-ylmethyl)cyclohexane-1-carboxylic acid